5-(benzyloxy)-3-iodo-4-methoxypyrazolo[1,5-a]pyridine C(C1=CC=CC=C1)OC1=C(C=2N(C=C1)N=CC2I)OC